N-(3-cyclopropyl-1-methyl-1H-pyrazol-4-yl)-2-(1H-pyrazol-4-yl)-1,3-thiazole-4-carboxamide C1(CC1)C1=NN(C=C1NC(=O)C=1N=C(SC1)C=1C=NNC1)C